C(C)[N+]=1C=CC2=CN(C=CC12)C(C)C 1-ethyl-5-isopropyl-5-azaindolium